BrC1=C(N=C2N(C1=O)C=CC=C2C2=CC=C(C=C2)C(=O)N2CCOCC(C2)(F)F)C(F)(F)F 3-bromo-9-(4-((6,6-difluoro-1,4-oxazepan-4-yl)carbonyl)phenyl)-2-(trifluoromethyl)-4H-pyrido[1,2-a]pyrimidin-4-one